4-chloro-8-(3,5-dichlorophenyl)-N-[(4S)-3,4-dihydro-2H-chromen-4-yl]-1,5-naphthyridine-3-carboxamide ClC1=C(C=NC2=C(C=CN=C12)C1=CC(=CC(=C1)Cl)Cl)C(=O)N[C@H]1CCOC2=CC=CC=C12